N1(CCOCC1)C1=NC2=CC=CC=C2C=C1 2-(morpholin-4-yl)quinolin